C1(CCC1)NC1=NC2=CC(=CC=C2C=C1)OCC1C(C(CO1)(O)C)O 5-(((2-(cyclobutylamino)quinolin-7-yl)oxy)methyl)-3-methyltetrahydrofuran-3,4-diol